2-amino-3,6,8-naphthalenetrisulfonic acid NC1=CC2=C(C=C(C=C2C=C1S(=O)(=O)O)S(=O)(=O)O)S(=O)(=O)O